C(C)(C)(C)OC(=O)N(C1=C(C=CC=C1)N)C(=O)OC(C)(C)C N,N-di-tert-butoxycarbonyl-1,2-phenylenediamine